FC(CN1N=CC=C1C=O)F 2-(2,2-difluoroethyl)pyrazole-3-carbaldehyde